ClC=1C=C(C=C(C1)NS(=O)(=O)C)NC(=O)C=1C=NN(C1)C1=C(C=CC=C1)COC=1C=NC=C(C1)F N-(3-chloro-5-(methylsulfonamido)phenyl)-1-(2-(((5-fluoropyridin-3-yl)oxy)methyl)phenyl)-1H-pyrazole-4-carboxamide